N1=CC=C2N1C=CC(=N2)N pyrazolo[1,5-a]pyrimidin-5-amine